2-(2-((3R,4R)-3-Amino-4-fluoropiperidin-1-yl)-5,6-difluoro-1H-benzo[d]imidazol-1-yl)-1-(2-azabicyclo[3.1.0]hexan-2-yl)ethanon N[C@@H]1CN(CC[C@H]1F)C1=NC2=C(N1CC(=O)N1C3CC3CC1)C=C(C(=C2)F)F